N(=C=O)C=1C=C(C=CC1)C1=CC=C(C=C1)C(F)(F)F 3-isocyanato-4'-(trifluoromethyl)-1,1'-biphenyl